1-amino-4-(1-methyltelluro-ethyl)benzene NC1=CC=C(C=C1)C(C)[Te]C